(S)-5-((4-methoxy-5-(pyrazolo[1,5-a]pyridin-5-yl)pyrrolo[2,1-f][1,2,4]triazin-2-yl)amino)-1-methylpiperidin-2-one COC1=NC(=NN2C1=C(C=C2)C2=CC=1N(C=C2)N=CC1)N[C@H]1CCC(N(C1)C)=O